C(#N)C1=CC(=NC(=C1)OCC1=C(C=C(C=C1)C#N)F)C1=CC(=C(CC2=NC3=C(N2CCOC)C=C(C=C3)C(=O)O)C=C1)F (4-(4-cyano-6-((4-cyano-2-fluorobenzyl)oxy)pyridin-2-yl)-2-fluorobenzyl)-1-(2-methoxyethyl)-1H-benzo[d]Imidazole-6-carboxylic acid